C(C(C)C)(=O)OC1COC(=C(C1=O)OC(C(C)C)=O)C 2,3-dihydro-3,5-diisobutyryloxy-6-methyl-4H-pyran-4-one